tert-butyl (2R)-6-(benzyloxy)-2-{[(tert-butoxycarbonyl)(2-methylpropyl)amino]methyl}-5-[(2-tert-butoxy-2-oxoethyl)amino]-4-fluoro-2,3-dihydro-1H-indole-1-carboxylate C(C1=CC=CC=C1)OC1=C(C(=C2C[C@@H](N(C2=C1)C(=O)OC(C)(C)C)CN(CC(C)C)C(=O)OC(C)(C)C)F)NCC(=O)OC(C)(C)C